NC1=CC=C(C=C1)C(C1=CC=C(N)C=C1)C=1C2=CC=CC=C2C=2C=CC=CC2C1 4-[(4-aminophenyl)(phenanthren-9-yl)methyl]aniline